4-(4-formylphenylvinyl)-1-methylpyridinium methyl-sulfate COS(=O)(=O)[O-].C(=O)C1=CC=C(C=C1)C=CC1=CC=[N+](C=C1)C